2-(3-Fluoro-4-(methylsulfonyl)phenyl)-6-(1'-isopropyl-[1,4'-bipiperidin]-4-yl)-1,4-dimethyl-1H-benzo[d]imidazol FC=1C=C(C=CC1S(=O)(=O)C)C1=NC2=C(N1C)C=C(C=C2C)C2CCN(CC2)C2CCN(CC2)C(C)C